C1OC=2C=C(C=CC2O1)NCCO 3,4-methylenedioxy-1-[(beta-hydroxyethyl)amino]benzene